The molecule is a C7, straight-chain fatty acid that contributes to the odour of some rancid oils. Used in the preparation of esters for the fragrance industry, and as an additive in cigarettes. It has a role as a plant metabolite. It is a medium-chain fatty acid and a straight-chain saturated fatty acid. It is a conjugate acid of a heptanoate. CCCCCCC(=O)O